2,2-difluoroacetamid FC(C(=O)N)F